FC(C1=C(C=CC=C1)C1C(CC1)=NO)(F)F 2-(2-(trifluoromethyl)phenyl)cyclobutan-1-one oxime